(1R,4R)-5-Acetyl-N-[4-(3-cyanophenyl)-5-(2,6-dimethyl-4-pyridyl)thiazol-2-yl]-2,5-diazabicyclo[2.2.1]heptane-2-carboxamide C(C)(=O)N1[C@H]2CN([C@@H](C1)C2)C(=O)NC=2SC(=C(N2)C2=CC(=CC=C2)C#N)C2=CC(=NC(=C2)C)C